C(=O)(O)C=1C=C(C=CC1N)C1=CC(=C(N)C=C1)C(=O)O 3,3'-dicarboxybenzidine